COC=1C(=CC=2C(=C3C(=NC2C1)CCC3)N[C@@H]3CNCC(C3)(F)F)OC (3S)-N-{6,7-dimethoxy-1H,2H,3H-cyclopenta[b]quinolin-9-yl}-5,5-difluoropiperidin-3-amine